benzyl (2-((5-((tert-butoxycarbonyl)amino)pentyl)amino)-2-oxoethyl)((1r,4r)-4-((5-chloro-4-(5-(cyclopropylmethyl)-1-methyl-1H-pyrazol-4-yl)pyrimidin-2-yl)amino)cyclohexyl)carbamate C(C)(C)(C)OC(=O)NCCCCCNC(CN(C(OCC1=CC=CC=C1)=O)C1CCC(CC1)NC1=NC=C(C(=N1)C=1C=NN(C1CC1CC1)C)Cl)=O